5-(benzylamino)-6-(2-isopropylphenyl)-2-methyl-pyridazin-3-one C(C1=CC=CC=C1)NC1=CC(N(N=C1C1=C(C=CC=C1)C(C)C)C)=O